(4-((4-aminobutyl)((1r,4r)-4-methylcyclohexyl)amino)-1-oxoisoindolin-2-yl)piperidine-2,6-dione hydrochloride Cl.NCCCCN(C1=C2CN(C(C2=CC=C1)=O)N1C(CCCC1=O)=O)C1CCC(CC1)C